NC1=NC=CC(=C1N)C=1C=NN(C1)C1=CC=C(C=N1)C(C(=O)N)C 2-(6-(4-(2,3-diaminopyridin-4-yl)-1H-pyrazol-1-yl)pyridin-3-yl)propionamide